CN(C)CC=1C=CC2=C(N=C(O2)NC2=NC3=C(N2C)C=CC=C3)C1 5-[(dimethylamino)methyl]-N-(1-methyl-1H-1,3-benzodiazol-2-yl)-1,3-benzoxazol-2-amine